para-aminomethylbenzoic acid NCC1=CC=C(C(=O)O)C=C1